FC(C)OC=1C(=C(C=C(C1)CCCCC)O)C1C=C(CCC1C(=C)C)C 3-(1-Fluoroethoxy)-2-(3-methyl-6-prop-1-en-2-ylcyclohex-2-en-1-yl)-5-pentylphenol